NC1CC(C1)(O)CC cis-3-amino-1-ethylcyclobutan-1-ol